C(C=C)(=O)NC1=CC=C2C(=NC(=NC2=C1)N1CCOCC1)N1C[C@@H](CC1)NC(OC(C)(C)C)=O 3-(R)-tert-butyl (1-(7-acrylamido-2-morpholinoquinazolin-4-yl)pyrrolidin-3-yl)carbamate